NC1=C2C(=NC=N1)N(N=C2C2=CC(=C(C=C2)OC(F)F)F)[C@H](C=2C=C1N(C(C2C2=CC(=CC=C2)F)=O)C(=CS1)Cl)C1CC1 (S)-7-((4-amino-3-(4-(difluoromethoxy)-3-fluorophenyl)-1H-pyrazolo[3,4-d]pyrimidin-1-yl)(cyclopropyl)methyl)-3-chloro-6-(3-fluorophenyl)-5H-thiazolo[3,2-a]pyridin-5-one